2'-(6-(4,6-diphenyl-1,3,5-triazin-2-yl)pyridin-3-yl)spiro[cyclohexane-1,9'-fluorene] C1(=CC=CC=C1)C1=NC(=NC(=N1)C1=CC=CC=C1)C1=CC=C(C=N1)C1=CC=2C3(C4=CC=CC=C4C2C=C1)CCCCC3